(3s,4s,5r)-1-(1-(2-hydroxy-4-(trifluoromethyl)phenyl)pyrido[3,4-d]pyridazin-4-yl)-3,4,5-trimethylpiperidin-4-ol OC1=C(C=CC(=C1)C(F)(F)F)C1=C2C(=C(N=N1)N1C[C@@H](C([C@@H](C1)C)(O)C)C)C=NC=C2